N-[N2-[N-[N-(1-L-leucyl-L-prolyl)-L-phenylalanyl]-L-seryl]-L-glutaminyl]-L-Leucine N[C@@H](CC(C)C)C(=O)N1[C@@H](CCC1)C(=O)N[C@@H](CC1=CC=CC=C1)C(=O)N[C@@H](CO)C(=O)N[C@@H](CCC(N)=O)C(=O)N[C@@H](CC(C)C)C(=O)O